N(=[N+]=[N-])N(C(=O)N1N=NN=C1N=[N+]=[N-])N=[N+]=[N-] 1-diazidocarbamoyl-5-azidotetrazole